(1S,4R,5S)-4-((6-chloropyridin-3-yl)methyl)-2-(3-(5-methylpyridazin-4-yl)-1H-1,2,4-triazol-5-yl)-2-azabicyclo[3.1.0]hexan-3-one ClC1=CC=C(C=N1)C[C@H]1C(N([C@H]2C[C@@H]12)C1=NC(=NN1)C1=CN=NC=C1C)=O